N-isobutyl-5-(pyrimidin-5-yl)-6-(trifluoromethyl)-1H-benzo[d]Imidazole-1-carboxamide C(C(C)C)NC(=O)N1C=NC2=C1C=C(C(=C2)C=2C=NC=NC2)C(F)(F)F